(2,2-diphenylvinyl) (p-tolyl) sulfide C1(=CC=C(C=C1)SC=C(C1=CC=CC=C1)C1=CC=CC=C1)C